C(C1=CC=CC=C1)OC(=O)N1CCC(CC1)OC(NCC1CN(CCO1)C)=O 4-((((4-methylmorpholin-2-yl)methyl)carbamoyl)oxy)piperidine-1-carboxylic acid benzyl ester